C(C(C)C)[C@@H]1C(N2[C@@H](N(O1)C(\C=C\C1=NC=CC=C1)=O)CN(C[C@@H]2CC(C)C)CCCNC)=O (3R,6S,9aS)-3,6-diisobutyl-8-(3-(methylamino)propyl)-1-((E)-3-(pyridin-2-yl)acryloyl)hexahydropyrazino[2,1-c][1,2,4]oxadiazin-4(3H)-one